ClC1=NC(=NC2=CC3=C(C=C12)N(CC3)C3COCC3)C 4-chloro-2-methyl-6-(tetrahydrofuran-3-yl)-7,8-dihydro-6H-pyrrolo[2,3-g]quinazoline